N-(n-butyl)-thiophosphoric triamide C(CCC)NP(N)(N)=S